1,1-bis(t-butyl-peroxy)-3,3,5-trimethyl-cyclohexane C(C)(C)(C)OOC1(CC(CC(C1)C)(C)C)OOC(C)(C)C